O1C(=CC=C1)C=1C=CC=C2C(C=C(OC12)N1CCOCC1)=O 8-Furan-2-yl-2-morpholin-4-ylchromen-4-one